[Sb]=[Te].[Sn] tin antimony telluride